C(CCCCCCCCCCCCC)(=O)OC[C@H](CO)OC(CCCCCCCCCCCCC)=O (S)-3-hydroxypropane-1,2-diyl ditetradecanoate